ClC1=C(C=CC=C1)[C@H]([C@@H](C)C=1N(C(C(=C(N1)C(=O)NC=1C=NOC1)O)=O)C)N1N=C2C=CC=CC2=C1 2-((1s,2r)-1-(2-chlorophenyl)-1-(2H-indazol-2-yl)propan-2-yl)-5-hydroxy-N-(isoxazol-4-yl)-1-methyl-6-oxo-1,6-dihydropyrimidine-4-carboxamide